Cl.N[C@H](C(=O)OC)C[Si](C)(C)CCl (R)-Methyl 2-amino-3-((chloromethyl)dimethylsilyl)propanoate hydrochloride